3-(2-fluorophenyl)-4-phenyl-1H-pyrazol-5-amine FC1=C(C=CC=C1)C1=NNC(=C1C1=CC=CC=C1)N